3-((4-methoxypyridin-2-yl)methylene)-6-(3-(4-fluorobenzoyl)benzylidene)piperazine-2,5-dione COC1=CC(=NC=C1)C=C1C(NC(C(N1)=O)=CC1=CC(=CC=C1)C(C1=CC=C(C=C1)F)=O)=O